[Si].[Si](O)(O)(O)O Silicic acid silicon